FC1=C(C=C(C=C1)C1=C(N(C(C2=CC(=CC=C12)O)=O)C1CC(C1)C(=O)O)C1CCOCC1)C 3-(4-(4-fluoro-3-methylphenyl)-7-hydroxy-1-oxo-3-(tetrahydro-2H-pyran-4-yl)isoquinolin-2(1H)-yl)cyclobutane-1-carboxylic acid